C(C)(C)(C)OC(N[C@@H](C)C=1N(N=C(N1)N)C1=NC=CC=N1)=O N-[(1S)-1-(5-amino-2-pyrimidin-2-yl-1,2,4-triazol-3-yl)ethyl]carbamic acid tert-butyl ester